O[C@H]1C[C@H](C1)C1=NC=2C(=NC=CC2C2CCN(CC2)C(=O)C2=C(C=C(C=C2)OC(F)(F)F)NC(OC(C)(C)C)=O)N1 (cis)-tert-butyl N-[2-[4-[2-(3-hydroxycyclobutyl)-3H-imidazo[4,5-b]pyridin-7-yl]piperidine-1-carbonyl]-5-(trifluoromethoxy)phenyl]carbamate